4-[2-[2,6-dichloro-4-(1-methylpyrazol-4-yl)benzoyl]-4-oxo-1,3-dihydrophthalazin-5-yl]-2-morpholine-4-ylbenzoic acid ClC1=C(C(=O)N2CC3=CC=CC(=C3C(N2)=O)C2=CC(=C(C(=O)O)C=C2)N2CCOCC2)C(=CC(=C1)C=1C=NN(C1)C)Cl